N[C@@H]([C@H](O)C)C(=O)N1[C@@H](C[C@H](C1)OCCOCCOCCOCCN=[N+]=[N-])C(=O)N1[C@@H](CCC1)C(=O)N[C@H](C(=O)N)[C@@H](C)O (S)-1-((2S,4R)-1-(L-threonyl)-4-(2-(2-(2-(2-azidoethoxy)ethoxy)ethoxy)ethoxy)pyrrolidine-2-carbonyl)-N-((2S,3R)-1-amino-3-hydroxy-1-oxobutan-2-yl)pyrrolidine-2-carboxamide